C(CCCCCCCCCCC=CCC=CCCCCCCCCCCCCC)(=O)O Nonacosa-12,15-dienoic acid